3,4-dimethoxy-benzilic acid COC=1C=C(C(C(=O)O)(O)C2=CC=CC=C2)C=CC1OC